C(C)(C)(C)OC(=O)N1C2(C(CCC1(CC2)C)F)C 2-fluoro-1,5-dimethyl-8-azabicyclo[3.2.1]octane-8-carboxylic acid tert-butyl ester